CC1=CC=C(C=C1)S(=O)(=O)O.CNC dimethylamine p-toluenesulfonate salt